8,8-dimethyl-6-oxo-7-oxa-5-azaspiro[3.4]octane-2-carboxylic acid tert-butyl ester C(C)(C)(C)OC(=O)C1CC2(C1)NC(OC2(C)C)=O